4-(6-(3-methoxyoxetan-3-yl)-7-methyl-2-(3-(m-tolyl)-1H-pyrazol-1-yl)thieno[3,2-d]pyrimidin-4-yl)morpholine COC1(COC1)C1=C(C=2N=C(N=C(C2S1)N1CCOCC1)N1N=C(C=C1)C=1C=C(C=CC1)C)C